N-allyl-6-chloro-3-vinyl-pyrazolo[1,5-a]pyrazin-4-amine C(C=C)NC=1C=2N(C=C(N1)Cl)N=CC2C=C